1-(4-chlorophenyl)-3-(isoquinolin-4-yl)-2-oxoimidazolidine-4-carbonitrile ClC1=CC=C(C=C1)N1C(N(C(C1)C#N)C1=CN=CC2=CC=CC=C12)=O